5-fluoro-6-(6-azaspiro[2.5]octan-6-yl)nicotinic acid FC=1C(=NC=C(C(=O)O)C1)N1CCC2(CC2)CC1